C(=O)(O)C(O)C(O)C(=O)O.COC(C[C@@H]1N(C(=NC2=C(C=CC=C12)F)N1CCN(CC1)C1=CC(=CC=C1)OC)C1=C(C=CC(=C1)C(F)(F)F)OC)=O (S)-{8-fluoro-2-[4-(3-methoxyphenyl)piperazin-1-yl]-3-[2-methoxy-5-(trifluoromethyl)phenyl]-3,4-dihydroquinazoline-4-yl}acetic acid methyl ester tartrate